CCCCCCCCCCCCCC[C@H]([C@H]([C@H](CO[C@@H]1[C@@H]([C@H]([C@H]([C@H](O1)CO)O)O)O)NC(=O)CCCCCCCCC/C=C\\C/C=C\\CCCCC)O)O The molecule is a glycophytoceramide having an alpha-D-galactopyranosyl residue at the O-1 position and an icosa-11,14-dienoyl group attached to the nitrogen. It has a role as an antigen. It derives from an alpha-D-galactose.